(2S,3S,4S,5S,6R)-6-((R)-1,2-dihydroxyethyl)-3,4,5-trihydroxytetrahydro-2H-pyran-2-yl dihydrogen phosphate P(=O)(O[C@@H]1O[C@@H]([C@H]([C@@H]([C@@H]1O)O)O)[C@@H](CO)O)(O)O